C(C)(C)(C)C=1C=C(C=C(C1O)C)CCC(=O)OCCOCCOC(CCC1=CC(=C(C(=C1)C)O)C(C)(C)C)=O diethylene glycol bis[β-(3-tert-butyl-4-hydroxy-5-methylphenyl) propionate]